(2S)-2-[(3-methoxyazetidin-1-yl)carbonyl-(methyl)amino]-3-methylbutanoic acid COC1CN(C1)C(=O)N([C@H](C(=O)O)C(C)C)C